C[S@@](=O)CC1=CC=CC=C1 (R)-benzyl methyl sulfoxide